2-(((1R)-1-(2-(3-cyanopiperidin-1-yl)-6-methyl-4-oxo-4H-chromen-8-yl)ethyl)amino)benzoic acid C(#N)C1CN(CCC1)C=1OC2=C(C=C(C=C2C(C1)=O)C)[C@@H](C)NC1=C(C(=O)O)C=CC=C1